COC1=C(C(=O)N)C=CC=C1OC 2,3-dimethoxy-benzamide